ClC1=CC=C(C=C1)C1=CC(=CC=C1)C(C(=O)O)O 2-(4'-chloro-[1,1'-biphenyl]-3-yl)-2-hydroxyacetic acid